[Ca+2].C(C)C(C1=CC(=C(C(=C1)C(C)(C)C)O)C(C)(C)C)P([O-])([O-])=O.C(C)C(C1=CC(=C(C(=C1)C(C)(C)C)O)C(C)(C)C)P([O-])([O-])=O.[Ca+2] bis(ethyl 3,5-di-tert-butyl-4-hydroxybenzylphosphonate) calcium